O=C1C=CN(C2=CC=CC=C12)N(N=CC=1N=CSC1)C(C)=O (4-oxo-4H-quinolin-1-yl)-acetyl-(thiazol-4-ylmethylene)hydrazine